4-(2,4-Difluorophenoxy)-3-(4,4,5,5-tetramethyl-1,3,2-dioxaborolan-2-yl)aniline FC1=C(OC2=C(C=C(N)C=C2)B2OC(C(O2)(C)C)(C)C)C=CC(=C1)F